C1(CC1)C1=C(C(=NO1)C1=NN(C2=C1C(=NC=C2)N)C(C)C)C=2C=NN(C2)C 3-(5-cyclopropyl-4-(1-methyl-1H-pyrazol-4-yl)isoxazol-3-yl)-1-isopropyl-1H-pyrazolo[4,3-c]pyridin-4-amine